CC1CN(CC(N1)C)C=1C(=C2CN(C(C2=C(C1F)F)=O)C1CNCCC1)F 3-(5-(3,5-Dimethylpiperazin-1-yl)-4,6,7-trifluoro-1-oxoisoindoline-2-yl)piperidine